4-Bromo-3-fluorobenzene-1,2-diamine BrC=1C(=C(C(=CC1)N)N)F